4-([1,1'-biphenyl]-4-yl)-6-(3'-chloro-[1,1'-biphenyl]-3-yl)-2-phenylpyrimidine C1(=CC=C(C=C1)C1=NC(=NC(=C1)C=1C=C(C=CC1)C1=CC(=CC=C1)Cl)C1=CC=CC=C1)C1=CC=CC=C1